CN(C(/C=C/CC[C@@H](C(=O)NC1=CN=CN(C1=O)CC=1N(C2=C(C=C(C=C2C1)F)CC(C)(C)C)C(=O)OC(C)(C)C)OC(N(C)C)=O)=O)C tert-butyl (S,E)-2-((5-(7-(dimethylamino)-2-((dimethylcarbamoyl)oxy)-7-oxohept-5-enamido)-6-oxopyrimidin-1(6H)-yl)methyl)-5-fluoro-7-neopentyl-1H-indole-1-carboxylate